C(C)(=O)NC1=CN(C2=CC=C(C=C12)COCC1[C@H]2CN(C[C@@H]12)CC(F)(F)F)C(=O)OC(C)(C)C tert-Butyl 3-acetamido-5-([[(1R,5S,6S)-3-(2,2,2-trifluoroethyl)-3-azabicyclo[3.1.0]hexan-6-yl]methoxy]methyl)indole-1-carboxylate